C[C@]12C3CC[C@@]4(C(=CCC4C3CC=C2C[C@H](CC1)O)C=1C=NC=NC1)C (3S,10R,13S)-10,13-dimethyl-17-(pyrimidin-5-yl)-2,3,4,7,8,9,10,11,12,13,14,15-dodecahydro-1H-cyclopenta[a]phenanthren-3-ol